C(N)(OC1CCN(CC1)C1=CC=C2C(=CN(C2=C1)C)C=1C(=NC(=CC1)OCC1=CC=CC=C1)OCC1=CC=CC=C1)=O [1-[3-(2,6-dibenzyloxy-3-pyridyl)-1-methyl-indol-6-yl]-4-piperidyl] carbamate